2-(5-bromo-2-chloropyrimidin-4-yl)-3-phenylisoxazolidine BrC=1C(=NC(=NC1)Cl)N1OCCC1C1=CC=CC=C1